5-(piperazin-1-yl)pyrimidin-2-amine bis(2,2,2-trifluoroacetate) salt FC(C(=O)O)(F)F.FC(C(=O)O)(F)F.N1(CCNCC1)C=1C=NC(=NC1)N